CS(=O)CCC(CCCCCCCCCC)O 3-hydroxytridecyl methyl sulfoxide